((s)-1-(((s)-1-cyano-2-((s)-2-oxopiperidin-3-yl)ethyl)amino)-3-cyclopropyl-1-oxopropan-2-yl)-1H-indole-2-carboxamide C(#N)[C@H](C[C@H]1C(NCCC1)=O)NC([C@H](CC1CC1)N1C(=CC2=CC=CC=C12)C(=O)N)=O